C(C)C=1C=NN2C1N=C(C=C2NCC=2C=CC(=NC2)OCCOCCOCCOC2CCN(CC2)C/C=C/C(=O)O)N2[C@@H](CCCC2)CCO (S,E)-4-(4-(2-(2-(2-((5-(((3-ethyl-5-(2-(2-hydroxyethyl)piperidin-1-yl)pyrazolo[1,5-a]pyrimidin-7-yl)amino)methyl)pyridin-2-yl)oxy)ethoxy)ethoxy)ethoxy)piperidin-1-yl)but-2-enoic acid